1,3-di-bromo-5-iodobenzene BrC1=CC(=CC(=C1)I)Br